FC1=C(C=C(C=C1)C1(CC1)N(C(=O)OC)C[C@H]1N(CCC1)C(=O)OC(C)(C)C)C(F)(F)F tert-butyl (S)-2-(((1-(4-fluoro-3-(trifluoromethyl)phenyl)cyclopropyl)(methoxycarbonyl)amino)methyl)pyrrolidine-1-carboxylate